C1=CC2=CC3=C(C(=CC=C3)O)C(=C2C(=C1)O)O The molecule is an anthracenetriol that is anthracene substituted by hydroxy groups at positions 1, 8 and 9. It is a tautomer of an anthralin.